(3-fluoro-5-(trifluoromethyl)pyridin-2-yl)-6-methoxybenzothiazol-2(3H)-one FC=1C(=NC=C(C1)C(F)(F)F)N1C(SC2=C1C=CC(=C2)OC)=O